[OH-].C(C=C)[N+](C(C)C)(C=CC)CC=C diallyl-propenyl-isopropylammonium hydroxide